ClC=1C=C(CC=2C(=NC3=CC=C(C=C3C2N2CCN(CC2)CCN(C)C)C=2C(=NOC2C)C)N)C=CC1 (3-chlorobenzyl)-4-(4-(2-(dimethylamino)ethyl)piperazin-1-yl)-6-(3,5-dimethylIsoxazol-4-yl)quinolin-2-amine